[Na].C(C)C1=CC=CC=C1 4-ethyl-benzene sodium